bis((perfluorohexyl)sulfonyl)amide FC(C(C(C(C(C(F)(F)F)(F)F)(F)F)(F)F)(F)F)(S(=O)(=O)[N-]S(=O)(=O)C(C(C(C(C(C(F)(F)F)(F)F)(F)F)(F)F)(F)F)(F)F)F